ammonium Formamidine C(=N)N.[NH4+]